FC(C1CCC(CC1)CO)(F)F ((1s,4s)-4-(trifluoromethyl)cyclohexyl)methanol